Tri-potassium citrate hydrate O.C(CC(O)(C(=O)[O-])CC(=O)[O-])(=O)[O-].[K+].[K+].[K+]